3-(5-(1-(cyclopropyl-methyl)piperidin-4-yloxy)pyridin-2-yl)-N-(3-methylpyridin-2-yl)-1,2,4-thiadiazol-5-amine C1(CC1)CN1CCC(CC1)OC=1C=CC(=NC1)C1=NSC(=N1)NC1=NC=CC=C1C